bis(trifluoroacetoxy)palladium FC(C(=O)O[Pd]OC(C(F)(F)F)=O)(F)F